5-(1-(D-prolyl)-1,2,3,6-tetrahydropyridin-4-yl)-7-((R)-1-(2,4-dichlorophenyl)ethoxy)-2-methyl-2H-pyrazolo[4,3-d]pyrimidine N1[C@H](CCC1)C(=O)N1CCC(=CC1)C=1N=C(C=2C(N1)=CN(N2)C)O[C@H](C)C2=C(C=C(C=C2)Cl)Cl